6-Methyl-N-(pyridin-2-yl)-7,8-dihydro-6H-cyclopenta[e]imidazo[1,2-a]pyridine-4-carboxamide CC1CCC2=C1C=C(C=1N2C=CN1)C(=O)NC1=NC=CC=C1